COC1=CC=C(C=C1)C=1NC2=C(N1)C=CC=C2 2-(4-methoxyphenyl)Benzimidazole